1-((S)-1,1,1-trifluoropropan-2-yl)-3,4-dihydroquinoxalin FC([C@H](C)N1CCNC2=CC=CC=C12)(F)F